N-((S)-(4,4-Difluorocyclohexyl)(5-((R)-1-(4,4,4-trifluorobutanamido)ethyl)-1H-benzo[d]imidazol-2-yl)methyl)spiro[2.3]hexane-1-carboxamide FC1(CCC(CC1)[C@H](NC(=O)C1CC12CCC2)C2=NC1=C(N2)C=CC(=C1)[C@@H](C)NC(CCC(F)(F)F)=O)F